N[C@@H]1CN(CCC1)C1=CC(=NC=C1C#CC1CCOCC1)NC1=NC(=NC=C1)C1=C(C=C(C=C1OC)CO)F (S)-(4-(4-((4-(3-aminopiperidin-1-yl)-5-((tetrahydro-2H-pyran-4-yl)ethynyl)pyridin-2-yl)amino)pyrimidin-2-yl)-3-fluoro-5-methoxyphenyl)methanol